ClC1=C2C(=CC3(CCC=4C(=NC(=NC4C3)OC[C@H]3N(CCC3)C)N3C[C@@H](N(CC3)C(C(=C)F)=O)CC#N)C2=CC=C1)C 2-((2S)-4-(4-chloro-3-methyl-2'-(((S)-1-methylpyrrolidin-2-yl)methoxy)-5',8'-dihydro-6'H-spiro[inden-1,7'-quinazolin]-4'-yl)-1-(2-fluoroacryloyl)piperazin-2-yl)acetonitrile